SC1=CC=CC=2N=CNC21 4-mercaptobenzimidazole